ClC1=CC=C(C=C1)C1(CCNCC1)O 4-(4-chlorophenyl)piperidin-4-ol